6-hydroxy-4-{[1-(2-nitrophenyl)-1H-pyrazol-4-yl]methyl}-5-oxo-4,5-dihydrothieno[3,2-b]pyridine-7-carboxylic acid OC1=C(C2=C(N(C1=O)CC=1C=NN(C1)C1=C(C=CC=C1)[N+](=O)[O-])C=CS2)C(=O)O